COC1=CC=C(C=C1)C1(N=C(C(=N1)C1=CC=CC=C1)C1=CC=CC=C1)C1(N=C(C(=N1)C1=CC=CC=C1)C1=CC=CC=C1)C1=CC=C(C=C1)OC 2,2'-bis(p-methoxyphenyl)-4,4',5,5'-tetraphenyl-biimidazole